NCC=CC=1C(NC(N([C@H]2C[C@H](O)[C@@H](CO)O2)C1)=O)=O 5-(amino-1-propenyl)-2'-deoxyuridine